tert-butyl {2-[3-bromo-5-(hydroxymethyl)-1H-pyrazol-1-yl]ethyl}carbamate BrC1=NN(C(=C1)CO)CCNC(OC(C)(C)C)=O